2-[2-(4-fluorophenyl)-1,3-thiazole-5-sulfonamido]-1,3-benzothiazole-5-carboxylic acid FC1=CC=C(C=C1)C=1SC(=CN1)S(=O)(=O)NC=1SC2=C(N1)C=C(C=C2)C(=O)O